5-((1-(4-(Trifluoromethyl)phenyl)-1H-pyrazol-3-yl)amino)picolinonitrile FC(C1=CC=C(C=C1)N1N=C(C=C1)NC=1C=CC(=NC1)C#N)(F)F